NC1(CCC(CC1)CCC)N Diamino-2-n-propylcyclohexane